ClC1=NC=C(C=C1C(=O)NC1CC1)OCC(C)(C)N(S(=O)(=O)C(F)(F)F)COC 2-chloro-N-cyclopropyl-5-[2-[methoxymethyl(trifluoromethylsulfonyl)amino]-2-methyl-propoxy]pyridine-3-carboxamide